C(C)(C)(C)NC(CC[C@H]/1C2C3CCC=4C(=CC=CC4C3CC[C@@]2(C(\C1=C/O)=O)C)F)=O N-(tert-butyl)-3-((13S,15S,Z)-4-fluoro-16-(hydroxymethylene)-13-methyl-17-oxo-7,8,9,11,12,13,14,15,16,17-decahydro-6H-cyclopenta[a]phenanthren-15-yl)propanamide